2-chloro-6,7-dihydro-5H-cyclopenta[d]pyrimidine ClC=1N=CC2=C(N1)CCC2